(1R,3R,4R)-N-((R)-1-cyano-2-((R)-2-oxopyrrolidin-3-yl)ethyl)-5,5-difluoro-2-(4-methoxy-1H-indole-2-carbonyl)-2-azabicyclo[2.2.2]octane-3-carboxamide C(#N)[C@@H](C[C@@H]1C(NCC1)=O)NC(=O)[C@@H]1N([C@H]2CC([C@@H]1CC2)(F)F)C(=O)C=2NC1=CC=CC(=C1C2)OC